6-(4-(4-(Aminomethyl)-2-fluorophenoxy)-1H-pyrrolo[2,3-b]pyridin-3-yl)-N-benzylpyrimidin-4-amin NCC1=CC(=C(OC2=C3C(=NC=C2)NC=C3C3=CC(=NC=N3)NCC3=CC=CC=C3)C=C1)F